ClN1C=C2C=CC=CC2=CN1Cl 2,3-dichlorophthalazine